Allyl (2-(7-hydroxy-2-oxo-2H-chromen-4-yl)propyl)carbamate OC1=CC=C2C(=CC(OC2=C1)=O)C(CNC(OCC=C)=O)C